N-(3-fluoro-4-((1-(1-methylpiperidin-4-yl)-2-oxo-2,3-dihydro-1H-imidazo[4,5-b]pyridine-7-yl)oxy)phenyl)-1-phenyl-5-(trifluoromethyl)-1H-pyrazole-4-carboxamide FC=1C=C(C=CC1OC1=C2C(=NC=C1)NC(N2C2CCN(CC2)C)=O)NC(=O)C=2C=NN(C2C(F)(F)F)C2=CC=CC=C2